[Na+].N(C1=CC=CC=C1)C1=CC=C(C=C1)N=NC1=CC=C(C=C1)S(=O)(=O)[O-] 4-[(4-anilinophenyl)azo]benzenesulfonic acid sodium salt